2,4-di-tert-butyl-6-[1-(2,7-di-tert-butyl-9,9a-dihydro-4aH-fluoren-9-yl)-2-methylpropan-1-en-1-yl]phenol C(C)(C)(C)C1=C(C(=CC(=C1)C(C)(C)C)C(=C(C)C)C1C2=CC(=CC=C2C2C=CC(=CC12)C(C)(C)C)C(C)(C)C)O